N-(3,4-difluoro-2-methyl-5-nitrophenyl)palmitamide FC=1C(=C(C=C(C1F)[N+](=O)[O-])NC(CCCCCCCCCCCCCCC)=O)C